1,5-diphenyl-1,4-pentadiyne C1(=CC=CC=C1)C#CCC#CC1=CC=CC=C1